FC=1C(=C(C(=C(C(=O)O)C1O)O)F)F trifluoro-2,6-dihydroxybenzoic acid